7-chloro-2-((1S,2S)-2-(3-chlorophenyl)cyclopropyl)-4-methoxy-1,6-naphthyridine ClC1=NC=C2C(=CC(=NC2=C1)[C@@H]1[C@H](C1)C1=CC(=CC=C1)Cl)OC